C1(=CC=CC2=CC=CC=C12)[S+](C1=CC=CC=C1)C1=CC=CC=C1 1-naphthyldiphenylsulfonium